dimethyl propenyl diphosphate-triammonium salt [NH4+].[NH4+].[NH4+].O(P(OC)(=O)OP(=O)(OC=CC)[O-])C.COP(OC)(=O)OP(=O)(OC=CC)[O-].COP(OC)(=O)OP(=O)(OC=CC)[O-]